N-(3-chloro-5-(methylsulfonamido)phenyl)-4-(3-((3-(dimethylphosphoryl)-5-fluorobenzyl)oxy)-5-fluoropyridin-2-yl)-5-methylthiophene-2-carboxamide ClC=1C=C(C=C(C1)NS(=O)(=O)C)NC(=O)C=1SC(=C(C1)C1=NC=C(C=C1OCC1=CC(=CC(=C1)F)P(=O)(C)C)F)C